C1(=CC=C(C=C1)N1C(C(=C)CC1=O)=O)N1C(C(=C)CC1=O)=O N,N'-para-phenylene-bis-itaconimide